C(C)(C)(C)OC(=O)N1C(CCCC1)CC#C (prop-2-yn-1-yl)piperidine-1-carboxylic acid tert-butyl ester